C(#N)C=1C(=C(C=CC1)C(C)NC1=NN=C(C2=CC(=C(C=C12)OC)C(=O)O)C)C 1-((1-(3-cyano-2-methylphenyl)ethyl)amino)-7-methoxy-4-methylphthalazine-6-carboxylic acid